N1-(3-chloro-2-(methyl(thiazol-5-ylmethyl)amino)phenyl)-N4,N4-dimethylbenzene-1,4-disulfonamide ClC=1C(=C(C=CC1)NS(=O)(=O)C1=CC=C(C=C1)S(=O)(=O)N(C)C)N(CC1=CN=CS1)C